FC1=C(C=CC=C1)C1(CCC1)O 1-(2-fluorophenyl)cyclobutan-1-ol